8-chloro-7-[(2-methyl-3H-benzimidazol-5-yl)oxy]-2-[1-[1-(2-pyridyl)-4-piperidinyl]pyrazol-4-yl]quinoxaline ClC=1C(=CC=C2N=CC(=NC12)C=1C=NN(C1)C1CCN(CC1)C1=NC=CC=C1)OC1=CC2=C(N=C(N2)C)C=C1